(1S,3R,4S)-5,5-difluoro-2-(4-methoxy-1H-indole-2-carbonyl)-N-((S,Z)-1-(2-oxodihydrofuran-3(2H)-ylidene)-3-((S)-2-oxopyrrolidin-3-yl)propan-2-yl)-2-azabicyclo[2.2.2]octane-3-carboxamide FC1([C@@H]2[C@@H](N([C@H](C1)CC2)C(=O)C=2NC1=CC=CC(=C1C2)OC)C(=O)N[C@H](\C=C\2/C(OCC2)=O)C[C@H]2C(NCC2)=O)F